ClC1=NC2=C(C=C(C=C2C(=N1)Cl)F)F 2,4-dichloro-6,8-difluoro-quinazoline